C1(=CC=CC=C1)C(=O)O.C#C.C#C diacetylene benzeneformat